(R)-1-((7-cyano-2-(3'-(5-(3-(dimethylamino)propionyl)-5,6-dihydro-4H-pyrrolo[3,4-d]thiazol-2-yl)-2,2'-dimethylbiphenyl-3-yl)benzo[d]oxazol-5-yl)methyl)pyrrolidine-3-carboxylic acid C(#N)C1=CC(=CC=2N=C(OC21)C=2C(=C(C=CC2)C2=C(C(=CC=C2)C=2SC1=C(N2)CN(C1)C(CCN(C)C)=O)C)C)CN1C[C@@H](CC1)C(=O)O